CS(=O)(=O)OC[C@H]1NC2=C(OC1)C=C(C=C2[N+](=O)[O-])S(N)(=O)=O (S)-(5-nitro-7-sulfamoyl-3,4-dihydro-2H-benzo[b][1,4]oxazin-3-yl)methyl methanesulfonate